C(C)(C)(C)OC(=O)C1(CCOC2=C(C=CC=C12)Br)C([2H])([2H])[2H].FC=1C=C(C=CC1)\C=N\NC(=O)N (2E)-2-[(3-fluorophenyl)methylene]hydrazine-1-carboxamide tert-butyl-8-bromo-4-(trideuteriomethyl)chromane-4-carboxylate